BrC=1C=C(C=CC1)C1(CC1)NC(=O)C=1C=NN(C1)C1=NC(=CN=C1)OCC N-[1-(3-bromophenyl)cyclopropyl]-1-(6-ethoxypyrazin-2-yl)pyrazole-4-carboxamide